4-[1-(3,4-difluorophenyl)-6-fluoro-4-hydroxy-2-(2-methoxy-1,1-dimethyl-ethyl)indol-3-yl]-2-fluoro-benzoic acid FC=1C=C(C=CC1F)N1C(=C(C2=C(C=C(C=C12)F)O)C1=CC(=C(C(=O)O)C=C1)F)C(COC)(C)C